1-heptafluoropropyl-1,2-benziodoxol-3(1H)-one FC(C(I1OC(C2=C1C=CC=C2)=O)(F)F)(C(F)(F)F)F